FC(CC1=CC(=C(C(=C1)F)C1=CC(=C2C=NC(=NN21)N[C@H]2[C@@H](COCC2)O)F)F)F (3S,4R)-4-({7-[4-(2,2-difluoroethyl)-2,6-difluorophenyl]-5-fluoropyrrolo[2,1-f][1,2,4]triazin-2-yl}amino)oxan-3-ol